2-(N,N-dioctylaminomethyl)thiobenzothiazole C(CCCCCCC)N(CCCCCCCC)CSC=1SC2=C(N1)C=CC=C2